N[C@H](C(=O)O)CCN1CCOCC1 (S)-2-amino-4-morpholinobutanoic acid